NC1(CCCCCC1)C(=O)NC1=CC=C(C=C1)F 1-amino-N-(4-fluorophenyl)cycloheptane-1-carboxamide